perfluoro(3-oxahex-1-ene) FC(=C(OC(C(C(F)(F)F)(F)F)(F)F)F)F